N1(CCC2=CC=CC=C12)C(CNS(=O)(=O)C1=CC=C(C=C1)OC1=NC=C(C=C1)C(F)(F)F)C N-(2-(INDOLIN-1-YL)PROPYL)-4-((5-(TRIFLUOROMETHYL)PYRIDIN-2-YL)OXY)BENZENESULFONAMIDE